1-(3-(1-aminoethyl)-2-chlorophenyl)-1,1-difluoro-2-methylpropan-2-ol hydrochloride Cl.NC(C)C=1C(=C(C=CC1)C(C(C)(O)C)(F)F)Cl